2-hydroxy-4-oxo-nonadecane-1,2,3-tricarboxylic acid OC(CC(=O)O)(C(C(CCCCCCCCCCCCCCC)=O)C(=O)O)C(=O)O